C(C=C)NC1=CC(=CC2=CC=CC=C12)OCOC N-allyl-3-(methoxymethoxy)naphthalen-1-amine